3-(4-(5-((6-(3,5-dichlorophenyl)-4-((4-((3-methylureido)methyl)piperidin-1-yl)methyl)pyridin-2-yl)oxy)pyridin-2-yl)piperazin-1-yl)propanoic acid ClC=1C=C(C=C(C1)Cl)C1=CC(=CC(=N1)OC=1C=CC(=NC1)N1CCN(CC1)CCC(=O)O)CN1CCC(CC1)CNC(=O)NC